ClC1=C(C=C(C=C1)C(F)(F)F)NS(=O)=O.[Na] Sodium N-[2-chloro-5-(trifluoromethyl)phenyl]sulfonamide